2-acetamido-4-((5-aminopentyl)amino)-N-(4-methyl-5-nitrothiazol-2-yl)benzamide C(C)(=O)NC1=C(C(=O)NC=2SC(=C(N2)C)[N+](=O)[O-])C=CC(=C1)NCCCCCN